C12CN(CC(CC1)O2)CC2=CC=C(COC1=C3CN(C(C3=CC=C1)=O)C1C(NC(CC1)=O)=O)C=C2 3-(4-(4-(8-OXA-3-AZABICYCLO[3.2.1]OCTAN-3-YLMETHYL)BENZYLOXY)-1-OXOISOINDOLIN-2-YL)PIPERIDINE-2,6-DIONE